5,15-Bis(2,6-bis(2-propynyloxy)phenyl)porphyrin C(C#C)OC1=C(C(=CC=C1)OCC#C)C=1C2=CC=C(N2)C=C2C=CC(C(=C3C=CC(=CC=4C=CC1N4)N3)C3=C(C=CC=C3OCC#C)OCC#C)=N2